FC(OC=1C=C(C=CC1)[C@H](COC(F)(F)F)N[S@](=O)C(C)(C)C)F (R)-N-((R)-1-(3-(difluoromethoxy)phenyl)-2-(trifluoromethoxy)ethyl)-2-methylpropane-2-sulfinamide